4-(2-aminoethyl)piperazine-1-carboxylic acid tert-butyl ester C(C)(C)(C)OC(=O)N1CCN(CC1)CCN